3-(5-(difluoromethyl)-1,3,4-thiadiazol-2-yl)-N-(1-methylcyclopropyl)-8-((3aR,7aS)-octahydro-5H-pyrrolo[3,4-c]pyridin-5-yl)imidazo[1,5-a]pyridine-6-sulfonamide formate C(=O)O.FC(C1=NN=C(S1)C1=NC=C2N1C=C(C=C2N2C[C@@H]1[C@H](CC2)CNC1)S(=O)(=O)NC1(CC1)C)F